NC1=C(N=NC(=C1)C1=C(C=CC(=C1)Cl)F)OCC=1C=C(C=CC1)O 3-({[4-amino-6-(5-chloro-2-fluorophenyl)pyridazin-3-yl]oxy}methyl)phenol